N[C@H](CCC(=O)O)C(=O)C(C[C@H](N)C(=O)O)C[C@@H](N)C(=O)O gamma-D-glutamyl-meso-diaminopimelic acid